tert-butyl (R)-2-oxo-[1,3'-bipiperidine]-1'-carboxylate O=C1N(CCCC1)[C@H]1CN(CCC1)C(=O)OC(C)(C)C